ClC1=CC(=C(COC2=CC=CC(=N2)N2CC3=NN(C=C3C2)CC2=NC3=C(N2CC2(COC2)OC)C=C(C=C3)C(=O)OC)C=C1)F methyl 2-((5-(6-((4-chloro-2-fluorobenzyl)oxy)pyridin-2-yl)-5,6-dihydropyrrolo[3,4-c]pyrazol-2(4H)-yl)methyl)-1-((3-methoxy oxetan-3-yl)methyl)-1H-benzo[d]imidazole-6-carboxylate